BrC1=C(C(=CC=C1)Cl)NC(=O)C=1C(=NC(=NC1)NC1=CC(=C(C=C1)C1CCN(CC1)C)OCCC)OC N-(2-bromo-6-chlorophenyl)-4-methoxy-2-((4-(1-methylpiperidin-4-yl)-3-propoxyphenyl)amino)pyrimidine-5-carboxamide